N1N=NC=C1 (1,2,3-Triazole)